6-[(2R)-2-amino-2-cyclopropylethyl]-2-chloro-7-methyl-N-[(thiophen-2-yl)methyl]thieno[3,2-d]pyrimidin-4-amine N[C@H](CC1=C(C=2N=C(N=C(C2S1)NCC=1SC=CC1)Cl)C)C1CC1